C(C)(C)(C)OC(N[C@@H]1C[C@@H](C1)NC1=C2C(=NC=C1[N+](=O)[O-])N(C=C2)S(=O)(=O)C2=CC=C(C)C=C2)=O (Cis-3-((5-nitro-1-tosyl-1H-pyrrolo[2,3-b]pyridin-4-yl)amino)cyclobutyl)carbamic acid tert-butyl ester